N,N-dimethylhexanoamide CN(C(CCCCC)=O)C